C(C)(C)(C)C=1C(=C(C=C(C1)CCC(=O)OC)N1N=C2C(=N1)C=CC=C2)O 2-(3-t-butyl-2-hydroxy-5-(2-methoxycarbonylethyl)phenyl)-2H-benzotriazole